5-[4-(2-hydroxy-6-methylbenzoylamino)phenyl]-1H-naphtho[1,2-b][1,4]diazepine-2,4(3H,5h)-dione OC1=C(C(=O)NC2=CC=C(C=C2)N2C3=C(NC(CC2=O)=O)C2=CC=CC=C2C=C3)C(=CC=C1)C